OC[C@@H](C)NC1=NC(=CC(=C1)C=1C=C(C=CC1C)NC(=O)N1CC(=CC1)C(F)(F)F)N1CCOCC1 (R)-N-(3-(2-((1-hydroxypropan-2-yl)amino)-6-morpholinylpyridin-4-yl)-4-methylphenyl)-3-(trifluoromethyl)-2,5-dihydro-1H-pyrrole-1-carboxamide